[Pb].CC1=NC=NC2=C(C=C(C=C12)Br)OCCCNC(=O)OC(C)(C)C 4-methyl-6-bromo-8-(N-Boc-3-aminopropoxy)quinazoline lead